O1C=NC=CCC1 6,7-dihydro-1,3-oxazepine